((4-(6-(quinolin-5-ylmethoxy)pyridin-2-yl)Piperidin-1-yl)methyl)-1H-benzo[d]imidazole-6-carboxylic acid tert-butyl ester C(C)(C)(C)OC(=O)C=1C=CC2=C(N(C=N2)CN2CCC(CC2)C2=NC(=CC=C2)OCC2=C3C=CC=NC3=CC=C2)C1